C(CC(=O)O)(=O)O.CCCC=C (4-pentene) malonate